bis(3-bromo-4-dimethylaminophenyl)methanol BrC=1C=C(C=CC1N(C)C)C(O)C1=CC(=C(C=C1)N(C)C)Br